COC1=CC=C2CC3(CCN(CC3)C(=O)OC(C)(C)C)C(C2=C1)=O tert-butyl 6-methoxy-1-oxo-1,3-dihydrospiro[indene-2,4'-piperidine]-1'-carboxylate